Cl.CC=1C=C(C=CC1)C1=NN2C(CNCC2)=C1C1=CC=NC=C1 2-(3-methylphenyl)-3-(pyridin-4-yl)-4,5,6,7-tetrahydropyrazolo[1,5-a]pyrazine hydrogen chloride